ClC1=C(C=CC=2C3=C(NC12)CCN(N3C)C(=O)C3=NC=C(C=N3)OC)Cl (6,7-dichloro-1-methyl-1,3,4,5-tetrahydro-2H-pyridazino[4,3-b]indol-2-yl)(5-methoxypyrimidin-2-yl)methanone